Cl.Cl.NCC1(CCCCC1)N(C)C 1-(aminomethyl)-N,N-dimethylcyclohexan-1-amine dihydrochloride